CC=1C=2N(C=C(N1)C)N=C(C2)C=2N=C1N(C(C2)=O)C=C(C=C1)C=1CCN(CC1)C(C)C 2-(4,6-dimethylpyrazolo[1,5-a]pyrazin-2-yl)-7-[1-(propan-2-yl)-1,2,3,6-tetrahydropyridin-4-yl]-4H-pyrido[1,2-a]pyrimidin-4-one